C1(CC1)C=1C=CC(=NC1F)C(NC(=O)C1N(CC(C1)F)C(CN1C(N(C(C(=C1)C)=O)CC)=O)=O)C1=CC=CC=C1 N-[(5-cyclopropyl-6-fluoropyridin-2-yl)(phenyl)methyl]-1-[2-(3-ethyl-5-methyl-2,4-dioxo-1,2,3,4-tetrahydropyrimidin-1-yl)acetyl]-4-fluoropyrrolidine-2-carboxamide